F[B-](F)(F)F.BrC=1C(=C(C=C(C1I)Cl)[N+]#N)C 3-bromo-5-chloro-4-iodo-2-methylbenzenediazonium Tetrafluoroborate